(S)-3-(3-(4-hydroxy-1,5-dimethyl-2-oxo-1,2-dihydropyridin-3-yl)ureido)-3-(2'-methoxybiphenyl-3-yl)propanoic acid OC1=C(C(N(C=C1C)C)=O)NC(N[C@@H](CC(=O)O)C=1C=C(C=CC1)C1=C(C=CC=C1)OC)=O